CN(C(O[C@@H](C)C=1C(=NC(=CC1)N1C=NC2=C1C=CC(=C2)NC=2N=NC(=CC2)C)N2N=C(C=C2C)C#N)=O)C [(1s)-1-[2-(3-cyano-5-methyl-pyrazol-1-yl)-6-[5-[(6-methylpyridazin-3-yl)amino]benzimidazol-1-yl]-3-pyridyl]ethyl] N,N-dimethylcarbamate